ClC=1C=CC=C2C(C=C(OC12)C1=C(OCCC2(CC2)S(=O)(=O)N)C=C(C=C1)C(F)(F)F)=O 2-[2-(8-Chloro-4-oxochromen-2-yl)-5-(trifluoromethyl)phenoxy]ethyl-cyclopropansulfonamid